C1(CC1)C1=CC=C(C=C1)N1N=C2CC(NC[C@@H]3C2=C1CCN3C(=O)OC(C)(C)C)=O |o1:16| tert-butyl (S or R)-2-(4-cyclopropylphenyl)-8-oxo-2,3,4,5a,6,7,8,9-octahydro-5H-1,2,5,7-tetraazabenzo[cd]azulene-5-carboxylate